BrC1=C(C=CC(=C1)C(F)(F)F)CBr 2-bromo-1-(bromomethyl)-4-(trifluoromethyl)benzene